[3-anilino-1-(methylsulfonylmethyl)pyrazolo[4,3-c]pyridin-6-yl]-(3-endo-hydroxy-8-azabicyclo[3.2.1]octan-8-yl)methanone N(C1=CC=CC=C1)C1=NN(C2=C1C=NC(=C2)C(=O)N2C1CC(CC2CC1)O)CS(=O)(=O)C